1,5-dihydroxy-3-adamantaneformic acid isopropyl ester C(C)(C)OC(=O)C12CC3(CC(CC(C1)(C3)O)C2)O